ClC=1C(=NC(=NC1)NC1=CC(=C(C=C1)N1CCN(CC1)C)F)NC=1C=C(C=CC1)CC#N 2-(3-((5-chloro-2-((3-fluoro-4-(4-methylpiperazin-1-yl)phenyl)amino)pyrimidin-4-yl)amino)phenyl)acetonitrile